BrC1=CN=C(N1C)C(=O)O 5-bromo-1-methyl-1H-imidazole-2-carboxylic acid